propionic acid-2-ethylbutylEster C(C)C(COC(CC)=O)CC